2-amino-2-methyl-1-(4-(2-(4-methylpiperazine-1-yl)-2-oxoethyl)piperazin-1-yl)propane-1-one NC(C(=O)N1CCN(CC1)CC(=O)N1CCN(CC1)C)(C)C